NC1=C(C(=O)O)C=CC(=C1)C(C)(C)C 2-amino-4-(2-methylprop-2-yl)benzoic acid